C1(CCCCC1)O[Si](O[SiH](C)C)(C)C 1-cyclohexoxy-1,1,3,3-tetramethyldisiloxane